[SiH3][SiH3] di-silane